OC=1C(=C(C=CC1)C)C=1N=NNC1C1=CC=CC=C1 hydroxyphenyl-tolyltriazole